4-[4-(tert-butoxycarbonylamino-methyl)-phenyl-carbamoyl]-bicyclo[2.2.2]octane tert-butyl-4-((5-chloropyridin-2-yl)methyl)-4-hydroxypiperidine-1-carboxylate C(C)(C)(C)OC(=O)N1CCC(CC1)(O)CC1=NC=C(C=C1)Cl.C(C)(C)(C)OC(=O)NCC1=CC=C(C=C1)NC(=O)C12CCC(CC1)CC2